(2-fluoro-3-methylphenyl)-6-methoxy-1H-pyrazolo[4,3-b]pyridine FC1=C(C=CC=C1C)N1N=CC2=NC=C(C=C21)OC